Cl.Cl.C(C)OC(=O)C=1N=C(SC1)NC[C@@H](CCCC)N (R)-2-((2-aminohexyl)amino)thiazole-4-carboxylic acid ethyl ester dihydrochloride